(R)-N-((1R,2R)-1-(2,3-dihydrobenzo[b][1,4]dioxin-6-yl)-1-hydroxy-3-(pyrrolidin-1-yl)propan-2-yl)-1-(4,5,6,7-tetrahydrobenzo[d]thiazol-2-yl)pyrrolidine-3-carboxamide O1C2=C(OCC1)C=C(C=C2)[C@H]([C@@H](CN2CCCC2)NC(=O)[C@H]2CN(CC2)C=2SC1=C(N2)CCCC1)O